CC1=C(C=C(C=C1)NC1CN(C1)C(=O)OC(C)(C)C)C(NC1(CC1)C1=CC(=CC=C1)C=1SC=CC1)=O tert-butyl 3-((4-methyl-3-((1-(3-(thiophen-2-yl)phenyl)cyclopropyl) carbamoyl)phenyl)amino)azetidine-1-carboxylate